1,1-dideuterio-2,2-difluoroethyl trifluoromethanesulfonate FC(S(=O)(=O)OC(C(F)F)([2H])[2H])(F)F